2-ethoxy-4-(3-hydroxybutyl)phenol C(C)OC1=C(C=CC(=C1)CCC(C)O)O